3-n-butylcyclohexylamine C(CCC)C1CC(CCC1)N